(S)-2-(azetidin-1-ylmethyl)-3-methylbutyric acid lithium salt [Li+].N1(CCC1)C[C@@H](C(=O)[O-])C(C)C